C1=C(C=CC2=CC=CC=C12)C=1C2=CC=CC=C2C(=C2C=CC(=CC12)C(C)(C)C)C1=CC2=CC=CC=C2C=C1 9,10-di(2-naphthalenyl)-2-t-butyl-ANTHRACENE